(S)-1-(2-(tert-butoxycarbonylamino)propyl)-1H-pyrrole-3-carboxylic acid C(C)(C)(C)OC(=O)N[C@H](CN1C=C(C=C1)C(=O)O)C